C1(CC1)N[C@@H]1CN(CC1)C1=CC=C(C=N1)C1=C(C=C(C=C1)C=1C=NNC1)O 2-{6-[(3S)-3-(cyclopropylamino)pyrrolidin-1-yl]pyridin-3-yl}-5-(1H-pyrazol-4-yl)phenol